tert-butyl N-[5-(prop-2-enoylamino)indan-2-yl]-carbamate C(C=C)(=O)NC=1C=C2CC(CC2=CC1)NC(OC(C)(C)C)=O